3-xylyl-carbodiimide C=1C(C(C=CC1)(C)N=C=N)C